C(C)(C)(C)OC(N[C@@H](C=O)COC)=O ((R)-1-Methoxymethyl-2-oxo-ethyl)-carbamic acid tert-butyl ester